Guanosinmonophosphat C1=NC2=C(N1[C@@H]3[C@H]([C@H]([C@@H](O3)COP(=O)(O)O)O)O)N=C(NC2=O)N